4-Ethoxy-3-methoxybenzyl alcohol C(C)OC1=C(C=C(CO)C=C1)OC